N1(CC1)C1CCN(CC1)C1=C(C=C(C=C1)NC=1N=C(C2=C(N1)SC=C2C)NC=2C=C(C=CC2)C(C)(C)O)OC 2-(3-((2-((4-(4-(aziridin-1-yl)piperidin-1-yl)-3-methoxyphenyl)amino)-5-methylthieno[2,3-d]pyrimidin-4-yl)amino)phenyl)propan-2-ol